S(=S)(=O)(OC(C1=CC=CC=C1)(C)C(=O)ON1C(CCC1=O)=O)[O-] succinimidyloxycarbonyl-α-methylbenzyl thiosulfate